(2R)-2-Amino-N-[2-fluoro-4-(1H-pyrrolo[2,3-b]pyridin-4-yl)phenyl]-4-methyl-Pentanamide N[C@@H](C(=O)NC1=C(C=C(C=C1)C1=C2C(=NC=C1)NC=C2)F)CC(C)C